N-(3-carbamoyloxetan-3-yl)-2-methyl-5-[(pyridin-2-yl)methoxy]furo[2,3-c]pyridine-3-carboxamide C(N)(=O)C1(COC1)NC(=O)C1=C(OC2=CN=C(C=C21)OCC2=NC=CC=C2)C